C12(CCC1)NC=1C=CC=CC1C1=C2C=NN1 spiro[5H-pyrazolo[4,3-c]quinoline-4,1-cyclobutane]